3-bromo-5-fluoro-N-isopentylbenzamide BrC=1C=C(C(=O)NCCC(C)C)C=C(C1)F